O=C1NC(CCC1N1C=NC(=CC1=O)C(=O)NCCOCCOCCNC(OC(C)(C)C)=O)=O tert-butyl (2-(2-(2-(1-(2,6-dioxopiperidin-3-yl)-6-oxo-1,6-dihydropyrimidine-4-carboxamido)ethoxy)ethoxy)ethyl)carbamate